The molecule is a hydroxy-cannabidiol that is cannabidiol in which the 6-pro-S hydrogen of the cyclohexene ring has been replaced by a hydroxy group. It is one of the main metabolites of cannabidiol by human liver microsomes, produced by CYP2C19 and CYP3A. It has a role as a human xenobiotic metabolite. It is a hydroxy-cannabidiol, a member of resorcinols, an olefinic compound and a secondary alcohol. CCCCCC1=CC(=C(C(=C1)O)[C@@H]2C=C([C@H](C[C@H]2C(=C)C)O)C)O